(S)-2-(1-amino-5-carbamoyl-4-(4-((4-cyanopyridin-2-yl)carbamoyl)Phenyl)-1H-imidazol-2-yl)piperidine-1-carboxylic acid tert-butyl ester C(C)(C)(C)OC(=O)N1[C@@H](CCCC1)C=1N(C(=C(N1)C1=CC=C(C=C1)C(NC1=NC=CC(=C1)C#N)=O)C(N)=O)N